4-bromofuran-2-carboxylic acid BrC=1C=C(OC1)C(=O)O